5-chloro-4-((2-(ethylsulfonyl)phenyl)amino)pyrimidine ClC=1C(=NC=NC1)NC1=C(C=CC=C1)S(=O)(=O)CC